6-ethyl 3-(tert-butyl) (1R,5S,6r)-3-azabicyclo[3.1.0]hexane-3,6-dicarboxylate [C@H]12CN(C[C@@H]2C1C(=O)OCC)C(=O)OC(C)(C)C